FC(C(C(F)(F)F)OC(=O)N1CCC2(CCN(C2)CC=2C=C(C=C(C2)C(F)(F)F)NCCCC(=O)O)CC1)(F)F 4-((3-((8-(((1,1,1,3,3,3-Hexafluoropropan-2-yl)oxy)carbonyl)-2,8-diazaspiro[4.5]decan-2-yl)methyl)-5-(trifluoromethyl)phenyl)amino)butanoic acid